BrC=1C=C2C(=C(C(=NC2=C2C=CC=NC12)OCC1=CC=C(C=C1)OC)N)C=1C2=CN(N=C2C(=C(C1)F)Cl)C1OCCCC1 6-bromo-4-[7-chloro-6-fluoro-2-(oxan-2-yl)indazol-4-yl]-2-[(4-methoxyphenyl)methoxy]-1,7-phenanthroline-3-amine